3-methyl-2-[2-(3-methyl-1-bicyclo[1.1.1]pentanyl)-pyrazolo[3,4-b]pyridin-6-yl]-5-(trifluoromethyl)-phenol CC=1C(=C(C=C(C1)C(F)(F)F)O)C=1C=CC=2C(N1)=NN(C2)C21CC(C2)(C1)C